C(C)(CCCC)I sec-hexyl iodide